1-(2-(3-Azabicyclo[3.1.0]hexane-3-yl)benzo[d]oxazol-6-yl)-6-(3-cyano-4-((R)-3-methoxypyrrolidin-1-yl)phenyl)-4-oxo-1,4-dihydropyridine-3-carboxylic acid C12CN(CC2C1)C=1OC2=C(N1)C=CC(=C2)N2C=C(C(C=C2C2=CC(=C(C=C2)N2C[C@@H](CC2)OC)C#N)=O)C(=O)O